BrC=1C=C(OC=2C=NN(C2)C(C)(C)C)C=CC1 4-(3-bromophenoxy)-1-(tert-butyl)-1H-pyrazole